N\C(\C(=O)OC)=N/OC(C1=CC(=CC=C1)[N+](=O)[O-])=O methyl (Z)-2-amino-2-(((3-nitrobenzoyl)oxy) imino)acetate